ClC1=C(C=CC=C1)[C@@H](C)OC(=O)NC1=C(N=NN1C)C1=CC=C(C(=N1)C)NC(=O)C1C(C1C(=O)O)(F)F 3-((6-(5-((((R)-1-(2-chlorophenyl)ethoxy)carbonyl)amino)-1-methyl-1H-1,2,3-triazol-4-yl)-2-methylpyridin-3-yl)carbamoyl)-2,2-difluorocyclopropane-1-carboxylic acid